NC1=NC(=C(C=2N1C(N(N2)CC=2N=COC2C)=O)Br)C2=CC=C(C=C2)F 5-amino-8-bromo-7-(4-fluorophenyl)-2-((5-methyloxazol-4-yl)methyl)-[1,2,4]triazolo[4,3-c]pyrimidin-3(2H)-one